N-(1,3-dimethylbutylidene)-3-(triethoxysilyl)-1-propanamine CC(CC(C)C)=NCCC[Si](OCC)(OCC)OCC